di-tert-butylperoxyacetate C(C)(C)(C)C(C(=O)O[O-])C(C)(C)C